diethyl-dimethyl-ammonium C(C)[N+](C)(C)CC